8-(2-nitrophenyl)-2-(4-phenoxyphenyl)-5,6,7,8-tetrahydroimidazo[1,2-b]pyridazine-3-carboxamide [N+](=O)([O-])C1=C(C=CC=C1)C1C=2N(NCC1)C(=C(N2)C2=CC=C(C=C2)OC2=CC=CC=C2)C(=O)N